ClC=1NC2=CC=C(C=C2C1C=O)O 2-CHLORO-5-HYDROXY-1H-INDOLE-3-CARBALDEHYDE